O1CCN(CC1)C1=CC=C(C=C1)NC(CSC=1NC=C(N1)C(=O)OCC)=O ethyl 2-((2-((4-morpholinophenyl) amino)-2-oxoethyl) thio)-1H-imidazole-4-carboxylate